4-methyl-5-hydroxy-2(5H)-furanone CC1=CC(OC1O)=O